C(CCCCC)C(C=O)=CC1=CC=CC=C1 Alpha-hexyl-Cinnamaldehyde